O1CCN(CC1)C1CCC(CC1)N(C1=NC(=C2C(=N1)NN=C2C2=CC=CC=C2)N)C=2C=NN(C2)C2CCOCC2 N'-((1r,4r)-4-morpholinocyclohexyl)-3-phenyl-N6-(1-(tetrahydro-2H-pyran-4-yl)-1H-pyrazol-4-yl)-1H-pyrazolo[3,4-d]pyrimidine-4,6-diamine